NC1(C(CC1)N)CC(C(=O)O)O 1,2-diamino-cyclobutane-lactic acid